β-D-ribofuranose tetraacetate C(C)(=O)O[C@H]1[C@H](OC(C)=O)[C@H](OC(C)=O)[C@H](O1)COC(C)=O